tert-butyl (2-(2-cyclopropyl-2H-1,2,3-triazol-4-yl)ethyl)carbamate C1(CC1)N1N=CC(=N1)CCNC(OC(C)(C)C)=O